1,3-bis(2-methoxy-4-cyano-phenoxymethyl)-5-(tert-butyl)benzene dihydrochloride Cl.Cl.COC1=C(OCC2=CC(=CC(=C2)C(C)(C)C)COC2=C(C=C(C=C2)C#N)OC)C=CC(=C1)C#N